(+/-)-1-methyl-4-(4-methyl-3-pentenyl)-3-cyclohexene-1-carbaldehyde C[C@@]1(CC=C(CC1)CCC=C(C)C)C=O |r|